1-(2,4,6-Trimethylbenzyl)pseudouridine CC1=C(CN2C=C([C@H]3[C@H](O)[C@H](O)[C@@H](CO)O3)C(NC2=O)=O)C(=CC(=C1)C)C